COC1=CC=C(C=N1)C1=CC=C(C=C1)NC1=CC2=C(C=N1)N(C(N2C2CCOCC2)=O)C 6-((4-(6-Methoxypyridin-3-yl)phenyl)amino)-3-methyl-1-(tetrahydro-2H-pyran-4-yl)-1,3-dihydro-2H-imidazo[4,5-c]pyridin-2-one